(1-methyl-1-phenyl-2-isobutoxyethyl) phenyl carbonate C(OC(COCC(C)C)(C1=CC=CC=C1)C)(OC1=CC=CC=C1)=O